COC=1C=C(C=CC1OC)C1=CC=NC=2N1N=C(C2)C(=O)NC2=C(C=C(C(=O)OC)C=C2)O methyl 4-(7-(3,4-dimethoxyphenyl)pyrazolo[1,5-a]pyrimidine-2-carboxamido)-3-hydroxybenzoate